5-(8-isobutoxyimidazo[1,2-b]pyridazin-6-yl)pyrimidine-2,4(1H,3H)-dione C(C(C)C)OC=1C=2N(N=C(C1)C=1C(NC(NC1)=O)=O)C=CN2